C(C)(C)(C)OC(=O)N1CC(C(C=C1OS(=O)(=O)C(F)(F)F)CC(C)C)C.NC1=CC=C(C=C1)NNC(C1=CC=C(C=C1)OC(F)(F)F)=O N'-(4-aminophenyl)-4-(trifluoromethoxy)benzoyl-hydrazine tert-Butyl-4-isobutyl-3-methyl-6-(trifluoromethylsulfonyloxy)-3,4-dihydro-2H-pyridine-1-carboxylate